2-(1-(5,6-difluoro-8-(methylamino)-2-((2-methylpyrimidin-5-yl)oxy)-9H-pyrimido[4,5-b]indol-4-yl)azetidin-3-ylidene)butan-1-ol (3-hydroxy-4-methoxyphenyl)acrylate OC=1C=C(C=CC1OC)C(C(=O)OCC(CC)=C1CN(C1)C1=NC(=NC=2NC3=C(C=C(C(=C3C21)F)F)NC)OC=2C=NC(=NC2)C)=C